1,2-diphenylethan-1,2-dione C1(=CC=CC=C1)C(C(=O)C1=CC=CC=C1)=O